di-tert-butylphosphine methanesulfonate CS(=O)(=O)O.C(C)(C)(C)PC(C)(C)C